FC=1C(=C(C=CC1F)[C@H]1[C@@H](O[C@]([C@@H]1C)(C(F)(F)F)C)C(=O)NC1=CC(=NC=C1)C(=O)N)C=C 4-[[(2R,3s,4r,5r)-3-(3,4-difluoro-2-vinyl-phenyl)-4,5-dimethyl-5-(trifluoromethyl)tetrahydrofuran-2-carbonyl]amino]pyridine-2-carboxamide